1-(cyclohexylmethyl)-(piperidin-4-yl)-1H-pyrazolo[3,4-d]pyrimidin-6-amine C1(CCCCC1)CN1N=C(C=2C1=NC(=NC2)N)C2CCNCC2